CCC(C)CCCCCCCC/C=C/[C@H]([C@H](CO)[NH3+])O The molecule is a cationic sphingoid obtained by the protonation of the amino group of 14-methylhexadecasphingosine; major species at pH 7.3. It is a conjugate acid of a 14-methylhexadecasphingosine.